4-(2-aminopropyl)morpholine NC(CN1CCOCC1)C